C(CC)(=O)O[C@@H]1[C@H](O[C@H]([C@]1(C)F)N1C2=NC(=NC(=C2N=C1)NC)N)COC(CC1=CC=CC=C1)=O (2R,3R,4R,5R)-5-(2-amino-6-(methylamino)-9H-purin-9-yl)-4-fluoro-4-methyl-2-((2-phenylacetoxy)methyl)tetrahydrofuran-3-yl propionate